FC1=CC=C(C=C1)[C@@H]1N(CCC2=CC=C(C=C12)OS(=O)(=O)C(F)(F)F)C(=O)OC(C)(C)C Tert-butyl (S)-1-(4-fluorophenyl)-7-(((trifluoromethyl)sulfonyl)oxy)-3,4-dihydroisoquinoline-2(1H)-carboxylate